BrCCC1=C(C=CC=C1)O 2-(2-bromoethyl)phenol